phenylindole dihydrochloride C1=CC=C(C=C1)C2=CC3=CC=CC=C3N2.Cl.Cl